tert-butyl (S)-4-(5-cyclopropyl-7H-pyrrolo[2,3-d]pyrimidin-4-yl)-3-methylpiperazine-1-carboxylate C1(CC1)C1=CNC=2N=CN=C(C21)N2[C@H](CN(CC2)C(=O)OC(C)(C)C)C